S1C=NC2=C1C=C(C=C2)C2=CC(=NN2C2=NC(=CC=C2)C)CC(=O)NC2=CC=C(C=C2)S(N)(=O)=O 5-(benzo[d]thiazol-6-yl)-1-(6-methylpyridin-2-yl)-N-(4-sulfamoylphenyl)-1H-pyrazole-3-carboxyamide